C(C)S(=O)(=O)C1=CC=C(C=C1)C1(COC1)NS(=O)C(C)(C)C N-(3-(4-(ethylsulfonyl)phenyl)oxetan-3-yl)-2-methylpropan-2-sulfinamide